4-[([1-methyl-5-[2-phenylethenyl]pyrazolo[4,3-d]pyrimidin-7-yl]amino)-methyl]phenylboronic acid CN1N=CC=2N=C(N=C(C21)NCC2=CC=C(C=C2)B(O)O)C=CC2=CC=CC=C2